tert-butyl 4-[5-acetyl-3-[3-(1-methylpyrazol-4-yl)-8-isoquinolyl]-6,7-dihydro-4H-pyrazolo[4,3-c]pyridin-1-yl]piperidine-1-carboxylate C(C)(=O)N1CC2=C(CC1)N(N=C2C=2C=CC=C1C=C(N=CC21)C=2C=NN(C2)C)C2CCN(CC2)C(=O)OC(C)(C)C